8-(6-(2-cyanopropan-2-yl)pyridin-3-yl)-3-methyl-6-oxo-3,4-dihydro-2H,6H-pyrimido[2,1-b][1,3]thiazine-7-carbonitrile C(#N)C(C)(C)C1=CC=C(C=N1)C=1N=C2SCC(CN2C(C1C#N)=O)C